5-(tert-butyl)-N1,N3-bis(3,3'',5'-tri-tert-butyl-[1,1':3',1''-terphenyl]-2'-yl)benzene-1,3-diamine C(C)(C)(C)C=1C=C(C=C(C1)NC1=C(C=C(C=C1C1=CC(=CC=C1)C(C)(C)C)C(C)(C)C)C1=CC(=CC=C1)C(C)(C)C)NC1=C(C=C(C=C1C1=CC(=CC=C1)C(C)(C)C)C(C)(C)C)C1=CC(=CC=C1)C(C)(C)C